Butyl-4-hydroxy-5-methyl-3-n-propyl-pyrazol C(CCC)N1N=C(C(=C1C)O)CCC